C(C1=CC=CC=C1)OC(=O)C=1N(C=CC1C1=CCC(CC1)C(=O)O)S(NC(=O)OCC1=CC=CC=C1)(=O)=O 4-[2-benzyloxycarbonyl-1-(benzyloxycarbonyl-sulfamoyl)pyrrol-3-yl]cyclohex-3-ene-1-carboxylic acid